COC(=O)[C@]1(CN([C@H](C=CC1)C)C(=O)OCC1=CC=CC=C1)NC(=O)OCC1=CC=CC=C1 (3S,7S)-3-(benzyloxycarbonylamino)-7-methyl-4,7-dihydro-2H-azepine-1,3-dicarboxylic acid O1-benzyl ester O3-methyl ester